(+/-)-[5-fluoro-2-(3-fluoro-4-{[3-(propan-2-yl)-1H-pyrrolo[2,3-b]pyridin-4-yl]oxy}anilino)-5,6-dihydro-4H-1,3-oxazin-5-yl]methanol F[C@]1(CN=C(OC1)NC1=CC(=C(C=C1)OC1=C2C(=NC=C1)NC=C2C(C)C)F)CO |r|